NC1=NC(=C(C(=C1C#N)C1=CC=C(C=C1)OCC(C)O)C#N)S 2-amino-4-[4-(2-hydroxypropoxy)phenyl]-6-sulfanyl-pyridine-3,5-dicarbonitrile